(5-{2,4-Bis[(3S)-3-methylmorpholin-4-yl]pyrido[2,3-d]pyrimidin-7-yl}-2-ethoxyphenyl)methanol C[C@@H]1N(CCOC1)C=1N=C(C2=C(N1)N=C(C=C2)C=2C=CC(=C(C2)CO)OCC)N2[C@H](COCC2)C